C1(=C(C(=C(C(=C1[2H])[2H])[2H])[2H])[2H])C1=CC(=CN1S(=O)(=O)C=1C=NC=CC1)C=O 5-(phenyl-d5)-1-(pyridin-3-ylsulfonyl)-1H-pyrrole-3-carbaldehyde